C1=CC=CC=2C=3C=CC4=C(C3NC12)OC1=C4C=CC=C1 Benzofuro[2,3-a]carbazole